Methyl 4-(bromomethyl)-3-(difluoromethoxy)benzoate BrCC1=C(C=C(C(=O)OC)C=C1)OC(F)F